BrC=1C=CC2=C(C(C(O2)=CC=2OC(=CC2)C2=CC=C(C=C2)F)=O)C1 5-Bromo-2-[[5-(4-fluorophenyl)-2-furanyl]methylene]-3(2H)-benzofuranone